ethyl 2-(2-((4-bromobenzofuran-2-yl)methoxy)phenyl)acetate BrC1=CC=CC2=C1C=C(O2)COC2=C(C=CC=C2)CC(=O)OCC